C(#N)C1=NC(=C2C=C(N=CC2=C1)N[C@@H]1C[C@H](CC1)NC(OC(C)(C)C)=O)SC Tert-butyl ((1S,3S)-3-((7-cyano-5-(methylthio)-2,6-naphthyridin-3-yl)amino)cyclopentyl)carbamate